Cl.NCC(=O)C=1C=C(C=CC1)C1=CC=CC=C1 2-amino-1-biphenyl-3-yl-ethanone hydrochloride